FC=1C=CN2C1C(NC1=CC(=C(C=C21)F)CN2CCC(=CC2)C=2C(=NC(=CC2)C(=O)NC)F)=O 1'-((3,8-difluoro-4-oxo-4,5-dihydropyrrolo[1,2-a]quinoxalin-7-yl)methyl)-2-fluoro-N-methyl-1',2',3',6'-tetrahydro-[3,4'-bipyridine]-6-carboxamide